3-methyl-1-(4-(((2S,3R,4R,5S)-3,4,5-trihydroxy-2-(hydroxymethyl)piperidin-1-yl)methyl)piperidin-1-yl)butan-1-one CC(CC(=O)N1CCC(CC1)CN1[C@H]([C@H]([C@@H]([C@H](C1)O)O)O)CO)C